FC1(OC2=C(O1)C=CC(=C2)N2N=C(C=C2C)N2CCN(CC2)CCN2CCOCC2)F [2-[4-[1-(2,2-difluoro-1,3-benzodioxol-5-yl)-5-methyl-pyrazol-3-yl]piperazin-1-yl]ethyl]morpholine